FC1=C(C=C(C=C1)N1N=C(C=2CCCC(C12)=O)C(F)(F)F)O 1-(4-Fluoro-3-hydroxyphenyl)-3-(trifluoromethyl)-1,4,5,6-tetrahydro-7H-indazol-7-one